3-(2-Ethoxyphenyl)-1,5-dimethylpyrazol-4-ol C(C)OC1=C(C=CC=C1)C1=NN(C(=C1O)C)C